((5,7-dihydroxy-2-(4-hydroxyphenyl)-4-oxo-4H-benzopyran-8-yl)methyl)piperidine-4-carboxylic acid ethyl ester C(C)OC(=O)C1CCN(CC1)CC1=C(C=C(C=2C(C=C(OC21)C2=CC=C(C=C2)O)=O)O)O